C(C)(C)(C)OC(=O)N1CCC(=CC1)C1=CC(=C(C=C1)N)N 4-(3,4-diaminophenyl)-3,6-dihydropyridine-1(2H)-carboxylic acid tert-butyl ester